NC(/C=C/CC[C@@H](C(=O)NC=1C(N(C=CC1)CC1=NC2=C(N1C(=O)OC(C)(C)C)C=CC=C2CC(C)C)=O)NC(=O)OC)=O tert-butyl (S,E)-2-((3-(7-amino-2-((methoxycarbonyl)amino)-7-oxohept-5-enamido)-2-oxopyridin-1(2H)-yl)methyl)-4-isobutyl-1H-benzo[d]imidazole-1-carboxylate